(6-fluoro-5-{[2-(trimethylsilyl)ethoxy]methoxy}pyridin-3-yl)boronic acid FC1=C(C=C(C=N1)B(O)O)OCOCC[Si](C)(C)C